(3-{2-[(3,5-dimethylphenyl)amino]pyrimidin-4-yl}-1-methyl-1H-pyrazol-5-yl)(4-methylpiperazin-1-yl)methanone CC=1C=C(C=C(C1)C)NC1=NC=CC(=N1)C1=NN(C(=C1)C(=O)N1CCN(CC1)C)C